(9R)-7-(4-chlorophenyl)-9-(methoxymethyl)-4,5,13-trimethyl-3-thia-1,8,11,12-tetrazatricyclo[8.3.0.02,6]trideca-2(6),4,7,10,12-pentaene ClC1=CC=C(C=C1)C=1C=2C(=C(SC2N2C(=NN=C2[C@@H](N1)COC)C)C)C